N4-[(2,3-dichlorophenyl)ethyl]-6-(1H-indazol-6-yl)-N4-methyl-1,3,5-triazine-2,4-diamine ClC1=C(C=CC=C1Cl)CCN(C1=NC(=NC(=N1)C1=CC=C2C=NNC2=C1)N)C